ClC1=CC2=C(N(C(N=C2N2C3CN(CC2CC3)C(=O)[O-])=O)C=3C(=NC=CC3C)C(C)C)N=C1Cl 8-(6,7-dichloro-1-(2-isopropyl-4-methylpyridin-3-yl)-2-oxo-1,2-dihydropyrido[2,3-d]pyrimidin-4-yl)-3,8-diazabicyclo[3.2.1]octane-3-carboxylate